[N+](=[N-])=CC([C@@H](C)NC(OC(C)(C)C)=O)=O tert-butyl N-[(1R)-3-diazo-1-methyl-2-oxo-propyl]carbamate